4-aminobicyclo[2.2.2]octane-1-carbonitrile hydrochloride Cl.NC12CCC(CC1)(CC2)C#N